C(C1=CC=CC=C1)(C1=CC=CC=C1)N1C(NC=2C1=NC=C(C2)C2=CC=C(C=C2)OC)=O 3-benzhydryl-6-(4-methoxyphenyl)-1,3-dihydro-2H-imidazo[4,5-b]pyridin-2-one